3-(2,2-Difluoropropyl)-4-methoxy-benzimidazol-5-amine FC(CN1C=NC2=C1C(=C(C=C2)N)OC)(C)F